2-(((1r,4r)-4-(((3-fluorophenyl)(pyridin-3-yl)carbamoyloxy)methyl)cyclohexyl)methoxy)acetic acid FC=1C=C(C=CC1)N(C(=O)OCC1CCC(CC1)COCC(=O)O)C=1C=NC=CC1